O(C1=CC=CC=C1)C1=CC=C(C=C1)N1N=C2C(NCCC2C2CN(CC2)C(C=C)=O)=C1C(=O)N 2-(4-phenoxyphenyl)-7-[1-(prop-2-enoyl)pyrrolidin-3-yl]-4,5,6,7-tetrahydro-2H-pyrazolo[4,3-b]pyridine-3-carboxamide